BrC1=CC=C(C=C1)C1CC(=NN1S(=O)(=O)C=1C=C(C)C=CC1)C1=CC=C(C=C1)F 5-(4-bromophenyl)-3-(4-fluorophenyl)-1-(m-toluenesulfonyl)-4,5-dihydro-1H-pyrazole